COC(C1=C(C=C(C=C1)NC(=O)C=1N(C(=CN1)C=1C(=NN(C1)C=1C=NC(=CC1)NC(=O)OC(C)(C)C)C(F)(F)F)C)Cl)=O 4-[[5-[1-[6-(tert-Butoxycarbonylamino)-3-pyridyl]-3-(trifluoromethyl)pyrazol-4-yl]-1-methyl-imidazole-2-carbonyl]amino]-2-chloro-benzoic acid methyl ester